C(C)C(COP(O)(=O)CC(CCCC)CC)CCCC (2-Ethylhexyl)(2-ethylhexyl)phosphonic acid